ClC=1C=C2C(=CN1)N(N=C2C#N)CC(=O)OC(C)(C)C tert-Butyl 2-(5-chloro-3-cyano-1H-pyrazolo[3,4-c]pyridine-1-yl)acetate